3-(N-(4-chloro-5-cyano-2-((1-methylcyclobutyl)methoxy)phenyl)sulfamoyl)-4-cyclopropylbenzoic acid ClC1=CC(=C(C=C1C#N)NS(=O)(=O)C=1C=C(C(=O)O)C=CC1C1CC1)OCC1(CCC1)C